C(C)(C)(C)OC(N[C@H]1C2(CN3N=CC=C31)CCN(CC2)C2=NC=C(N=C2)Br)=O (S)-(1-(5-bromopyrazin-2-yl)-4'H,6'H-spiro[piperidine-4,5'-pyrrolo[1,2-b]pyrazole]-4'-yl)carbamic acid tert-butyl ester